S1C(=CC=C1)C1=C(C(=C2C=CC3=C(C=C(C4=CC=C1C2=C34)C=3SC=CC3)C=3SC=CC3)C=3SC=CC3)O 1,3,6,8-Tetrakis-(2-thienyl)-2-hydroxypyrene